tert-Butyl 4-((6-bromo-5-chloro-4-oxoquinazolin-3(4H)-yl)methyl)piperidine-1-carboxylate BrC=1C(=C2C(N(C=NC2=CC1)CC1CCN(CC1)C(=O)OC(C)(C)C)=O)Cl